ClC1=CC2=C(N(C(C(N2C)=O)=O)C2CCN(CC2)C2=NC=C(C=N2)CN(C)C)N=C1 7-chloro-4-(1-(5-((dimethylamino)methyl)pyrimidin-2-yl)piperidin-4-yl)-1-methyl-1,4-dihydropyrido[2,3-b]pyrazine-2,3-dione